FC1=C(C=C(C=C1)C#CC=1SC=C(N1)S(=O)(=O)NC1=C(C=C(C(=O)OC)C=C1)OC)OC(F)(F)F methyl 4-(2-{2-[4-fluoro-3-(trifluoromethoxy) phenyl] ethynyl}-1,3-thiazole-4-sulfonylamino)-3-methoxybenzoate